ClC=1N=C(SC1N1C([C@@H]2N(CCN(C2)C#N)CC1)=O)C1CCCCC1 (R)-8-(4-chloro-2-cyclohexylthiazol-5-yl)-9-oxooctahydro-2H-pyrazino[1,2-a]pyrazine-2-carbonitrile